O=C1N(CC2=CC(=CC=C12)C(=O)N1CC2(C1)CCOCC2)C2C(NC(CC2)=O)=O 3-(1-oxo-5-(7-oxa-2-azaspiro[3.5]nonane-2-carbonyl)isoindolin-2-yl)piperidine-2,6-dione